2-chloro-6H-dibenzo[c,e][1,2]thiazine-5,5-dioxide ClC=1C=CC2=C(C3=C(NS2(=O)=O)C=CC=C3)C1